C1(CC1)C1=CC(=NN1C(=O)OC(C)(C)C)NC(CC=1C=NN(C1)C1=CC(=CC(=C1)F)F)=O tert-butyl 5-cyclopropyl-3-{2-[1-(3,5-difluorophenyl)pyrazol-4-yl]acetamido}pyrazole-1-carboxylate